FC(C(=O)[O-])(F)F.BrC=1N(C(=NN1)[C@@H]1C[C@@H](CCC1)[NH3+])CC (1R,3S)-3-(5-bromo-4-ethyl-4H-1,2,4-triazol-3-yl)cyclohexanaminium 2,2,2-trifluoroacetate